C1(CC1)C=1C=NN2C1N=C(C=C2)C=2C1=C(N=C(N2)NC2=CC=NC=C2)NC=C1 (3-cyclopropylpyrazolo[1,5-a]pyrimidin-5-yl)-N-(pyridin-4-yl)-7H-pyrrolo[2,3-d]pyrimidin-2-amine